C(\C=C\C(=O)O)(=O)O.BrC1=C(C(C(=O)O)=CC(=C1)Br)O.BrC1=C(C(C(=O)O)=CC(=C1)Br)O bis(3,5-dibromosalicylic acid) fumarate